4-bromo-3-chloro-N,N-bis(4-methoxybenzyl)-6-methylpyridin-2-amine BrC1=C(C(=NC(=C1)C)N(CC1=CC=C(C=C1)OC)CC1=CC=C(C=C1)OC)Cl